FC=1C=C2C(=CC(=NC2=CC1)C1=CC=C(C=C1)C1=C(C=CC=C1)F)C(=O)O 6-fluoro-2-(2'-fluoro-[1,1'-biphenyl]-4-yl)quinoline-4-carboxylic acid